C(C)S(=O)(=O)C1=C(N(CC(C(=O)Br)=C1)OCCSC)C1=NN2C(C=C(C=C2)C(F)(F)F)=N1 5-ethylsulfonyl-N-(2-methylthioethoxy)-6-(7-trifluoromethyl-[1,2,4]triazolo[1,5-a]pyridin-2-yl)nicotinoyl bromide